tert-butyl 4-((3S)-11-(5-chloro-2,4-difluorophenyl)-3-(2-methoxyethoxy)-6-oxo-10-(trifluoromethyl)-3,4-dihydro-2H,6H-[1,4]thiazepino[2,3,4-ij]quinazolin-8-yl)piperazine-1-carboxylate ClC=1C(=CC(=C(C1)C1=C(C=C2C(=NC(N3C2=C1SC[C@H](C3)OCCOC)=O)N3CCN(CC3)C(=O)OC(C)(C)C)C(F)(F)F)F)F